OCC=1C=C2C(OC(C2=CC1)=O)=O 5-(hydroxymethyl)isobenzofuran-1,3-dione